(2-Formyl-4-methoxyphenyl)boronic acid C(=O)C1=C(C=CC(=C1)OC)B(O)O